ClC=1C=NN(C1)[C@@H](COC)C (R)-4-chloro-1-(1-methoxypropan-2-yl)-1H-pyrazole